ClC1=C(C=C(C=C1)C(O)C1=CC=C(C=C1)OC(F)(F)F)C(F)(F)F (4-chloro-3-(trifluoromethyl)phenyl)(4-(trifluoromethoxy)phenyl)methanol